(RS)-1-methyl-1,2,3,4-tetrahydroquinoline CN1CCCC2=CC=CC=C12